methyl 4-[5-(2-cyclopropyl-5-fluoropyridin-4-yl)-1-{[2-(trimethylsilyl)ethoxy]methyl}pyrazole-3-carbonyl]-4-azaspiro[2.5]octane-7-carboxylate C1(CC1)C1=NC=C(C(=C1)C1=CC(=NN1COCC[Si](C)(C)C)C(=O)N1C2(CC2)CC(CC1)C(=O)OC)F